NCCOCCOCCOCCN diethylene glycol bis(2-aminoethyl) ether